CN(CCNC1=C(C=C(C=C1)S(=O)(=O)NC1(CC1)CF)[N+](=O)[O-])C 4-[2-(dimethylamino)ethylamino]-N-[1-(fluoromethyl)cyclopropyl]-3-nitro-benzenesulfonamide